O1C2=C(OC(C1([2H])[2H])([2H])[2H])C=C(C=C2)OC2(CCN(CC2)C=2C(=C(C=1N(N2)C(C=C(N1)COC)=O)C)C)[2H] 7-(4-((2,3-dihydrobenzo[b][1,4]dioxin-6-yl-2,2,3,3-d4)oxy)piperidin-1-yl-4-d)-2-(methoxymethyl)-8,9-dimethyl-4H-pyrimido[1,2-b]pyridazin-4-one